NC1=C(C=CC=C1)NC(C1=CC=C(C=C1)CSC1=NN2C(C(=N1)NCC1=CC=C(C=C1)C(F)(F)F)=CC=C2)=O N-(2-aminophenyl)-4-[[[4-[(4-trifluoromethylbenzyl)amino]pyrrolo[2,1-f][1,2,4]triazin-2-yl]thio]methyl]benzamide